FC1=C(C(=C2C=CNC2=C1F)S(=O)(=O)C)OC=1C=CC(=C(C1)C=1OC=C(N1)[C@]1(CCOC2=C(C=CC=C12)CCC(=O)OCC)C)F ethyl 3-[(4S)-4-[2-[5-[(6,7-difluoro-4-methylsulfonyl-1H-indol-5-yl)oxy]-2-fluoro-phenyl]oxazol-4-yl]-4-methyl-chroman-8-yl]propanoate